NCC1(CCC1)C(=O)OCC 1-Ethyl 1-(aminomethyl)cyclobutanecarboxylate